CC1=CC=2C(C3=CC(=CC=C3C(C2C=C1)=O)C)=O 2,7-dimethylanthraquinone